C(C1=CC=CC=C1)C1COC2=CC(=CC=C2C1=O)C1=C(C=CC=C1)NS(=O)(=O)C(F)(F)F N-(2-(3-benzyl-4-oxochroman-7-yl)phenyl)-1,1,1-trifluoromethanesulfonamide